7-[(R)-2-(trifluoromethyl)-1-azetidinyl]-3-methyl-5-[1-(1-methyl-3-azetidinyl)-4-pyrazolyl]-1,3a,6-triazaindene FC([C@@H]1N(CC1)C1=NC(=CN2C(=CN=C12)C)C=1C=NN(C1)C1CN(C1)C)(F)F